CC1(COB(OC1)C=1C=C2C(=NC=NC2=C(C1)OC)NCC=1N=NC(=CC1)C)C 6-(5,5-dimethyl-1,3,2-dioxaborinan-2-yl)-8-methoxy-N-((6-methylpyridazin-3-yl)methyl)quinazolin-4-amine